C(C)(C)(C)OC(=O)N1CCC(C2(CNC2CC#C[Si](C)(C)C)C1)=O (3-(trimethylsilyl)prop-2-yn-1-yl)-5-oxo-2,8-diazaspiro[3.5]nonane-8-carboxylic acid tert-butyl ester